ClC1=C(C=C(OCCCC2=C(N(C3=C(C=CC=C23)C=2C(=NNC2C)C)C)C(=O)OCC)C=C1C)C ethyl 3-(3-(4-chloro-3,5-dimethylphenoxy)propyl)-7-(3,5-dimethyl-1H-pyrazol-4-yl)-1-methyl-1H-indole-2-carboxylate